((1s,3s)-3-Hydroxy-3-methylcyclobutyl)(7-(4-methoxy-6-methylpyridin-2-yl)-2-azaspiro[3.5]nonan-2-yl)methanone OC1(CC(C1)C(=O)N1CC2(C1)CCC(CC2)C2=NC(=CC(=C2)OC)C)C